CNC1CC2=C(SC=C2)C1 N-methyl-5,6-dihydro-4H-cyclopenta[b]thiophen-5-amine